ClC1=NC=2N(C(=C1)N(C(OC(C)(C)C)=O)C1=CC(=CC=C1)C(F)(F)F)N=CC2C2CC2 tert-butyl (5-chloro-3-cyclopropylpyrazolo[1,5-a]pyrimidin-7-yl)(3-trifluoromethylphenyl)carbamate